P(=O)([O-])([O-])[O-].[Ca+2].COC1=CC=C(C=C1)N1C(=NC=2C=NC=3C=CC(=CC3C21)C2=CC=C(C=C2)C(C)=O)C.P(=O)([O-])([O-])[O-].[Ca+2].[Ca+2] 1-(4-(1-(4-methoxyphenyl)-2-methyl-1H-imidazo[4,5-c]quinolin-8-yl)phenyl)ethan-1-one Calcium phosphate